FC=1C=C(C=CC1OCC(C)C)CC(=O)Cl 2-[3-fluoro-4-(2-methylpropyloxy)phenyl]acetyl chloride